(S)-3-methylpyrrolidin-3-ol C[C@]1(CNCC1)O